CN1CCC(CC1)N1C=CC2=C1N=CNC2=O 7-(1-methylpiperidin-4-yl)-3,7-dihydro-4H-pyrrolo[2,3-d]pyrimidin-4-one